[Ca+2].C(C)(C)(C)C=1C=C(CP([O-])([O-])=O)C=C(C1O)C(C)(C)C.C(C)(C)(C)C=1C=C(CP([O-])([O-])=O)C=C(C1O)C(C)(C)C.[Ca+2] bis(3,5-di-tert-butyl-4-hydroxybenzylphosphonate) calcium